N-(4-aminobenzyl)-2-(7-fluoro-9H-carbazol-2-yl)acetamide NC1=CC=C(CNC(CC2=CC=3NC4=CC(=CC=C4C3C=C2)F)=O)C=C1